propyl-dimethoxymethylsilane methacrylate C(C(=C)C)(=O)O.C(CC)[SiH2]C(OC)OC